5-(3-fluoro-4-methoxyphenyl)-1H-pyrazole FC=1C=C(C=CC1OC)C1=CC=NN1